(R)-1-(3-hydroxypyrrolidin-1-yl)-2-(4-(3-isopropyl-2-(8-methoxy-[1,2,4]triazolo[1,5-a]pyridin-6-yl)-1H-indol-5-yl)piperidin-1-yl)ethan-1-one O[C@H]1CN(CC1)C(CN1CCC(CC1)C=1C=C2C(=C(NC2=CC1)C=1C=C(C=2N(C1)N=CN2)OC)C(C)C)=O